NCC1CCC(CC1)CNC(OC(C)(C)C)=O tert-butyl (((1r,4r)-4-(aminomethyl)cyclohexyl)methyl)carbamate